cyclopropyl-4-[5-methyl-4-(2-oxo-2,3-dihydro-benzooxazol-5-ylamino)-pyrimidin-2-ylamino]-benzamide trifluoroacetate salt FC(C(=O)O)(F)F.C1(CC1)C1=C(C(=O)N)C=CC(=C1)NC1=NC=C(C(=N1)NC=1C=CC2=C(NC(O2)=O)C1)C